(1S,3S)-3-((6-(5-(((2-ethylpyrrolidine-1-carbonyl)oxy)methyl)-1-methyl-1H-1,2,3-triazol-4-yl)-2-methylpyridin-3-yl)oxy)cyclohexane-1-carboxylic acid C(C)C1N(CCC1)C(=O)OCC1=C(N=NN1C)C1=CC=C(C(=N1)C)O[C@@H]1C[C@H](CCC1)C(=O)O